C(CC)C1CC=2N(CC1)C=C(N2)C(=O)O 7-propyl-5,6,7,8-tetrahydroimidazo[1,2-a]pyridine-2-carboxylic acid